CS(=O)(=O)O[C@@H](COC1=C(C=CC=C1)CC1=CC=CC=C1)C (R)-1-(2-benzylphenoxy)propan-2-yl methanesulfonate